(R)-β-methylphenethylamine hydrochloride Cl.C[C@@H](CN)C1=CC=CC=C1